calcium magnesium vanadium [V].[Mg].[Ca]